BrC=1C=2N(C=CC1F)C(=C(N2)C#CCNC2=C(C=C(C(=O)NC)C=C2)OC)CC(F)(F)F 4-({3-[8-bromo-7-fluoro-3-(2,2,2-trifluoroethyl)imidazo[1,2-a]pyridin-2-yl]prop-2-yn-1-yl}amino)-3-methoxy-N-methylbenzamide